Ammonium permanganat [Mn](=O)(=O)(=O)[O-].[NH4+]